2-[6-[[rac-(1S,3R)-3-(aminomethyl)cyclopentyl]amino]-3-pyridyl]pyridazin-3-one NC[C@H]1C[C@H](CC1)NC1=CC=C(C=N1)N1N=CC=CC1=O |r|